(1r,2r,4r)-3-isopropylbicyclo[2.2.1]hept-5-ene-2-carboxylic acid ethyl ester C(C)OC(=O)[C@@H]1[C@H]2C=C[C@H](C1C(C)C)C2